4-[5-[3-(2-methyl-4-pyridyl)pyrazol-1-yl]-2-(3-pyridyl)pyrazolo[1,5-a]pyrimidin-7-yl]morpholine CC1=NC=CC(=C1)C1=NN(C=C1)C1=NC=2N(C(=C1)N1CCOCC1)N=C(C2)C=2C=NC=CC2